[(3-ethyl-3-oxetanyl)methoxy]propyltrimethoxysilane C(C)C1(COC1)COCCC[Si](OC)(OC)OC